stearyl-dimethyl-aminopropylamide C(CCCCCCCCCCCCCCCCC)[N-]CCC(N)(C)C